Cl.C1=2NCC(NCCCCCCC(=CC=C1)C2)=O 2,5-diazabicyclo[10.3.1]hexadeca-1(16),12,14-trien-4-one hydrochloride